2-CHLORO-3,6-DIFLUOROPHENYLBORONIC ACID ClC1=C(C(=CC=C1F)F)B(O)O